tert-butyl 2-(2-cyano-2-((diphenylmethylene)amino)ethyl)-6-(3-methyl-2-oxo-2,3-dihydrobenzo[d]oxazol-5-yl)-1H-indole-1-carboxylate C(#N)C(CC=1N(C2=CC(=CC=C2C1)C=1C=CC2=C(N(C(O2)=O)C)C1)C(=O)OC(C)(C)C)N=C(C1=CC=CC=C1)C1=CC=CC=C1